3-(4-(6-(1-methyl-1H-pyrazol-4-yl)pyrazolo[1,5-a]pyrazin-4-yl)-1H-pyrazol-1-yl)pentan-1-ol CN1N=CC(=C1)C=1N=C(C=2N(C1)N=CC2)C=2C=NN(C2)C(CCO)CC